Methyl 5-((4-(6-((4-chloro-2-fluorobenzyl) oxy) pyridin-2-yl) piperidin-1-yl) methyl)-4H-thieno[3,2-b]pyrrole-2-carboxylate ClC1=CC(=C(COC2=CC=CC(=N2)C2CCN(CC2)CC2=CC3=C(N2)C=C(S3)C(=O)OC)C=C1)F